4-(4-(Cyclopentenyloxy)pyridin-3-yl)-6-methyl-1-tosyl-1H-pyrrolo[2,3-c]pyridin-7(6H)-one C1(=CCCC1)OC1=C(C=NC=C1)C=1C2=C(C(N(C1)C)=O)N(C=C2)S(=O)(=O)C2=CC=C(C)C=C2